dipropylene glycol gamma-linolenate C(CCCC\C=C/C\C=C/C\C=C/CCCCC)(=O)O.CC(COC(C)CO)O